nickel (II) Sodium t-butoxide CC(C)(C)[O-].[Na+].[Ni+2].CC(C)(C)[O-].CC(C)(C)[O-]